CC1=CC2=C(N(N=N2)CN(CCO)CCO)C=C1 2,2'-{[(5-methyl-1H-benzotriazole-1-yl)methyl]imino}bisethanol